C(C)(C)(C)OC(=O)N(C(OC(C)(C)C)=O)C1=NC=C(C=C1)OC1=CC=NC2=CN=C(C=C12)Cl tert-butyl N-tert-butoxycarbonyl-N-[5-[(6-chloro-1,7-naphthyridin-4-yl)oxy]-2-pyridyl]carbamate